ClC=1C=C(C=C(C1)C=C)[C@H](C#N)C (R)-2-(3-chloro-5-vinylphenyl)propionitrile